3,3-difluoro-2,2-dimethylpropan-1-one FC(C(C=O)(C)C)F